COC(=O)[C@@H]1C[C@@H](CC1)C(N)=O cis-3-carbamoyl-cyclopentane-1-carboxylic acid methyl ester